tert-butyl (S)-2-(5-(4-amino-1-(4-bromo-2,6-dichlorophenyl)-6-oxo-1,6-dihydropyrimidine-5-carboxamido)pyridin-3-yl)pyrrolidine-1-carboxylate NC=1N=CN(C(C1C(=O)NC=1C=C(C=NC1)[C@H]1N(CCC1)C(=O)OC(C)(C)C)=O)C1=C(C=C(C=C1Cl)Br)Cl